FC1(CC(C1)[C@H](O)C=1SC2=NC(=CC=C2N1)C1=CC=2C(N=C1)=NN(C2)C)F (S)-(3,3-difluorocyclobutyl)(5-(2-methyl-2H-pyrazolo[3,4-b]pyridin-5-yl)[1,3]thiazolo[5,4-b]pyridin-2-yl)methanol